IC=1C(=NC(N([C@H]2CC[C@@H](CO)O2)C1)=O)N 2',3'-dideoxy-5-iodocytidine